C(C)(CC)C=1C=C(C=CC1C(C)CC)O 3,4-di-sec-butylphenol